C(#N)C=1N=C(N(C1)COCC[Si](C)(C)C)C(=O)NC=1C(=NC(=CC1)C12CC1C1(C=CC(C2)(O1)C)C)C1=CCC(CC1)(C)C 4-cyano-N-[2-(4,4-dimethylcyclohexen-1-yl)-6-[1,6-dimethyl-9-oxatricyclo[4.2.1.02,4]non-7-en-4-yl]-3-pyridyl]-1-(2-trimethylsilylethoxymethyl)imidazole-2-carboxamide